tert-butyl 6-iodo-2-oxobenzo[d]oxazole-3(2H)-carboxylate IC1=CC2=C(N(C(O2)=O)C(=O)OC(C)(C)C)C=C1